N4-(4-(difluoromethoxy)-5-(1-(2-(methylamino)propyl)-1H-pyrazol-4-yl)pyridin-2-yl)-2-(difluoromethyl)-N6-(2,4-dimethoxybenzyl)pyrimidine-4,6-diamine FC(OC1=CC(=NC=C1C=1C=NN(C1)CC(C)NC)NC1=NC(=NC(=C1)NCC1=C(C=C(C=C1)OC)OC)C(F)F)F